NC=1C(=C(C=C2C=C(N=CC12)NC(OC1CN(C1)CC(F)F)=O)C1=C(C2=C(OCCN2)N=C1)C)F 1-(2,2-Difluoroethyl)azetidin-3-yl (8-amino-7-fluoro-6-(8-methyl-2,3-dihydro-1H-pyrido[2,3-b][1,4]oxazin-7-yl)isoquinolin-3-yl)carbamate